6-chloro-4-((4-(5-(dicyclopropylphosphoryl)-1-methyl-1H-pyrazol-3-yl)-3-methoxypyridin-2-yl)amino)pyridazine-3-carboxamide ClC1=CC(=C(N=N1)C(=O)N)NC1=NC=CC(=C1OC)C1=NN(C(=C1)P(=O)(C1CC1)C1CC1)C